COC1=C(C=C(C=C1)C1=NC(=CC=C1)N1CCCC1)[N+](=O)[O-] 2-(4-Methoxy-3-nitrophenyl)-6-(pyrrolidin-1-yl)pyridine